3-FLUOROPHENYLGLYOXAL HYDRATE O.FC=1C=C(C=CC1)C(=O)C=O